ClC=1C(=NC(=NC1)NC1=CC=C(C=C1)N1CCOCC1)OCC1CCC(CC1)NCC(F)F 5-chloro-4-(((1R,4R)-4-((2,2-difluoroethyl)amino)cyclohexyl)methoxy)-N-(4-morpholino-phenyl)pyrimidin-2-amine